C1(CCCCC1)CNC(=O)C=1N=NN(C1)CCCCN1N=NC(=C1)NC(CC1CCCC1)=O N-(cyclohexylmethyl)-1-{4-[4-(2-cyclopentylacetamido)-1H-1,2,3-triazol-1-yl]butyl}-1H-1,2,3-triazole-4-carboxamide